FC1=NN(C2=CC=C(C=C12)C(C=1C=CC(=NC1)N1CCC(CC1)CO)=CC1CC(OC(C1)(C)C)(C)C)C1CCOCC1 (1-(5-((3-fluoro-1-(tetrahydro-2H-pyran-4-yl)-1H-indazole-5-yl)(2,2,6,6-tetramethyltetrahydro-4H-pyran-4-ylmethylene)methyl)pyridin-2-yl)piperidin-4-yl)methanol